7-(2-(1-(2-oxopropyl)isoquinolin-6-yl)-5-(4-(trifluoromethyl)phenyl)oxazol-4-yl)-1,7-naphthyridin-8(7H)-one O=C(CC1=NC=CC2=CC(=CC=C12)C=1OC(=C(N1)N1C=CC=2C=CC=NC2C1=O)C1=CC=C(C=C1)C(F)(F)F)C